C1(CC1)C(=O)NC1=NN2C(C=C(C=C2)C2=C(C=NN2C)OC[C@@H]2C3(CC3)CN2C(=O)OC(C)(C)C)=C1 (S)-tert-butyl 4-(((5-(2-(cyclopropanecarboxamido)pyrazolo[1,5-a]pyridin-5-yl)-1-methyl-1H-pyrazol-4-yl)oxy)methyl)-5-azaspiro[2.3]hexane-5-carboxylate